O1C=NC2=C1C=CC=C2C=2OC1=C(C=C(C=C1C(C2)=O)C)C(C)NC2=C(C(=O)O)C=CC=C2 2-[1-[2-(1,3-Benzoxazol-4-yl)-6-methyl-4-oxo-chromen-8-yl]ethylamino]benzoic acid